neodymium octadecyl (octadecylphosphonate) C(CCCCCCCCCCCCCCCCC)P(OCCCCCCCCCCCCCCCCCC)([O-])=O.[Nd+3].C(CCCCCCCCCCCCCCCCC)OP([O-])(=O)CCCCCCCCCCCCCCCCCC.C(CCCCCCCCCCCCCCCCC)OP([O-])(=O)CCCCCCCCCCCCCCCCCC